N-[(2-amino-3-chloroquinolin-7-yl)methyl]-N-(4-fluoro-2-methanesulfonylphenyl)-6-(3-oxopiperazin-1-yl)pyridine-3-carboxamide NC1=NC2=CC(=CC=C2C=C1Cl)CN(C(=O)C=1C=NC(=CC1)N1CC(NCC1)=O)C1=C(C=C(C=C1)F)S(=O)(=O)C